1-(5-amino-1,3-dihydro-2H-isoindol-2-yl)-2,2,2-trifluoroethanone NC=1C=C2CN(CC2=CC1)C(C(F)(F)F)=O